O[C@@H](CC(=O)[O-])C R-3-HYDROXYBUTYRATE